ClC=1C=C2C(C(=CN(C2=CC1N1[C@H](CCC1)CNC(=O)N(C)C)C=1C=NC(=CC1)N1CC(C1)N(C)C)C(=O)O)=O (R)-6-chloro-1-(6-(3-(dimethyl-amino)azetidin-1-yl)pyridin-3-yl)-7-(2-((3,3-dimethyl-ureido)methyl)pyrrolidin-1-yl)-4-oxo-1,4-dihydro-quinoline-3-carboxylic acid